tert-butyl ((R,E)-5-((4-((1-(tert-butyl)-3-((1S,3R)-3-((tert-butyldimethylsilyl)oxy)cyclopentyl)-1H-pyrazol-5-yl)amino)pyridin-2-yl)oxy)pent-3-en-2-yl)carbamate C(C)(C)(C)N1N=C(C=C1NC1=CC(=NC=C1)OC/C=C/[C@@H](C)NC(OC(C)(C)C)=O)[C@@H]1C[C@@H](CC1)O[Si](C)(C)C(C)(C)C